tertiary butyl monoperoxymaleate C(\C=C/C(=O)[O-])(=O)OOC(C)(C)C